OC(=O)C(F)(F)F.CC=1C=C(C=C(C1F)C)NC(=N)N 3,5-dimethyl-4-fluorophenylguanidine TFA salt